O=C1N(C(CC1)=O)[C@H](C(=O)O)CNC(C(CNC(=O)C=1C=CC2=C(B(OC2)O)C1)(C)NC(=O)C=1C=CC2=C(B(OC2)O)C1)=O.CC(C)(CCC(C)(OOC(C(CCCC)CC)=O)C)OOC(C(CCCC)CC)=O 2,5-dimethyl-2,5-bis(2-ethylhexanoyl-peroxy)hexane 2,5-dioxopyrrolidin-1-yl-(S)-3-(2,3-bis(1-hydroxy-1,3-dihydrobenzo[c][1,2]oxaborole-6-carboxamido)-2-methylpropanamido)propanoate